C1(CCC1)C1=C(C(=NC=C1)C)CSC=1NC(C2=C(N1)CCC2)=O 2-(((4-cyclobutyl-2-methylpyridin-3-yl)methyl)thio)-3,5,6,7-tetrahydro-4H-cyclopenta[d]pyrimidin-4-one